N[C@H]1CS(C2=C(N(C1=O)CC1=CC=C(C=C1)Cl)C=C(C=C2)C=2OC(=NN2)C2CC(CCC2)(F)F)(=O)=O (3R)-3-amino-5-[(4-chlorophenyl)methyl]-7-[5-(3,3-difluorocyclohexyl)-1,3,4-oxadiazol-2-yl]-1,1-dioxo-2,3-dihydro-1lambda6,5-benzothiazepin-4-one